diphenyl-5-vinyloxazolidine-2,4-dione C1(=CC=CC=C1)C1(C(N(C(O1)=O)C1=CC=CC=C1)=O)C=C